F[C@H]1CN2CCC(C2(C1)C(=O)OCC)=C ethyl (6R)-6-fluoro-1-methylenetetrahydro-1H-pyrrolizin-7a(5H)-carboxylate